FC(C(=O)O)(F)F.NC=1C=2N(C=C(N1)C(F)(F)F)C(=CN2)C=2C=C(C=CC2C)C(C(=O)NC21CC(C2)C1)(C(F)(F)F)O 2-(3-(8-Amino-6-(trifluoromethyl)imidazo[1,2-a]pyrazin-3-yl)-4-methylphenyl)-N-(bicyclo[1.1.1]pentan-1-yl)-3,3,3-trifluoro-2-hydroxypropanamide trifluoroacetate salt